C1(CCCCCCC1)OC(CC(C(=O)OC(C(=O)O)C(F)(F)F)=C)=O ((4-(cyclooctyloxy)-2-methylene-4-oxobutanoyl)oxy)-3,3,3-trifluoropropanoic acid